methyl (2-(4-((tert-butoxycarbonyl)amino)-3-fluorophenyl)thiazole-4-carbonyl)serinate C(C)(C)(C)OC(=O)NC1=C(C=C(C=C1)C=1SC=C(N1)C(=O)N[C@@H](CO)C(=O)OC)F